(S)-1-amino-2-(1-(tert-butoxycarbonyl)pyrrolidin-2-yl)-4-(4-((4-methoxypyridin-2-yl)carbamoyl)phenyl)-1H-imidazole-5-carboxylic acid NN1C(=NC(=C1C(=O)O)C1=CC=C(C=C1)C(NC1=NC=CC(=C1)OC)=O)[C@H]1N(CCC1)C(=O)OC(C)(C)C